OCCS(=O)(=O)N 2-Hydroxyethanesulfonamide